BrC=1C(=C(C(=O)NC2=C(C=C(C(=C2)F)Br)C)C=CC1)F bromo-N-(4-bromo-5-fluoro-2-methylphenyl)-2-fluorobenzamide